C1(CCCC1)NC=1SC(=C(N1)C)C1=NC(=NC=C1F)NC1=NC=C(C=C1)CN1CCN(CC1)CC cyclopentyl-5-(2-((5-((4-ethylpiperazin-1-yl)methyl)pyridin-2-yl)amino)-5-fluoropyrimidin-4-yl)-4-methylthiazol-2-amine